C(C)(C)(C)OC(=O)N1CCC(CC1)CC1=NC2=CC(=NC=C2C=C1)NC1=C(C=C(C=C1)N1N=CC=C1)F 4-[(7-[[2-fluoro-4-(pyrazol-1-yl)phenyl]amino]-1,6-naphthyridin-2-yl)methyl]piperidine-1-carboxylic acid tert-butyl ester